2-(amino(1-tosylpiperidin-4-yl)methyl)-4,5-dichlorophenol NC(C1=C(C=C(C(=C1)Cl)Cl)O)C1CCN(CC1)S(=O)(=O)C1=CC=C(C)C=C1